C(C1=CC=CC=C1)OC=1C=C2C(=NC=NC2=CC1OC)OC=1C(=C2C=C(NC2=CC1)C)F 6-(benzyloxy)-4-((4-fluoro-2-methyl-1H-indol-5-yl)oxy)-7-methoxyquinazoline